ClC1=C(C(=O)NC2=C3C(N(CC3=CC=C2)[C@@H](C(C)(C)O)C2CC2)=O)C(=CC=C1F)F |o1:15| (R or S)-2-chloro-N-(2-(1-cyclopropyl-2-hydroxy-2-methylpropyl)-3-oxoisoindolin-4-yl)-3,6-difluorobenzamide